NC1=NC=2C=CC(=CC2C2=C1COC2)C(=O)N([C@H](C)C2=NC=C(C=C2)C(F)(F)F)C2CC2 4-amino-N-cyclopropyl-N-((1R)-1-(5-(trifluoromethyl)-2-pyridinyl)ethyl)-1,3-dihydrofuro[3,4-c]quinoline-8-carboxamide